NC(=C(C(=O)N)NC)CCCNC(C=C)=O amino-3-(acrylamido)propyl-(methyl)amino-acrylamide